BrC=1C=C(C=CC1)C1(CSC1)CC1=NN=CN1C ((3-(3-bromophenyl)thietane-3-yl)methyl)-4-methyl-4H-1,2,4-triazole